(rac)-trans-2-(5-fluoropyridin-2-yl)-6,7-dimethyl-6,7-dihydro-4H-pyrazolo[5,1-c][1,4]Oxazine FC=1C=CC(=NC1)C1=NN2C(CO[C@H]([C@@H]2C)C)=C1 |r|